FC=1C(=C(C=CC1C)SCC1=CC=CC=C1)C benzyl (3-fluoro-2,4-dimethylphenyl) sulfide